L-carnitine-d3 [2H][C@@](CC(=O)[O-])(C([2H])([2H])[N+](C)(C)C)O